1-(2-bromo-1-fluoroethyl)-4-methylbenzene BrCC(F)C1=CC=C(C=C1)C